(2,4-dimethoxyphenyl)acrylamide COC1=C(C=CC(=C1)OC)C(C(=O)N)=C